acetate gadolinium [Gd+3].C(C)(=O)[O-].C(C)(=O)[O-].C(C)(=O)[O-]